FC=1C=C(C=2C3=C(N(C2C1)CC1=CC=C(CP(OCC)(OCC)=O)C=C1)C=NC(=N3)C)F diethyl (4-((7,9-difluoro-2-methyl-5H-pyrimido[5,4-b]indol-5-yl)methyl)benzyl)phosphonate